6-(5-((5-(cyclopropylmethyl)-1H-1,2,3-triazol-1-yl)methyl)-1-methyl-1H-1,2,3-triazol-4-yl)-2-ethyl-3-iodopyridine C1(CC1)CC1=CN=NN1CC1=C(N=NN1C)C1=CC=C(C(=N1)CC)I